(1R)-1-(4-fluorophenyl)ethan-1-ol FC1=CC=C(C=C1)[C@@H](C)O